ClC1=C(C=C(C=C1)F)C1NC(C2=CC=C3C(=C12)NC(=N3)C3=CC(=CC(=C3)C(F)(F)F)F)=O 8-(2-chloro-5-fluorophenyl)-2-(3-fluoro-5-(trifluoromethyl)phenyl)-7,8-dihydroimidazo[4,5-e]isoindol-6(1H)-one